COC(CC1=C(C(=CC(=C1)I)I)I)OC 2,3,5-triiodophenylacetaldehyde dimethylacetal